1-[4-(2-phenylethynyl)phenyl]ethan-1-one C1(=CC=CC=C1)C#CC1=CC=C(C=C1)C(C)=O